2-[2-[(5-bromobenzofuran-2-yl)methylcarbamoyl]indan-2-yl]acetic acid BrC=1C=CC2=C(C=C(O2)CNC(=O)C2(CC3=CC=CC=C3C2)CC(=O)O)C1